(R)-N-((4-benzyl-4,5-dihydrooxazol-2-yl)methyl)-acetamide C(C1=CC=CC=C1)[C@H]1N=C(OC1)CNC(C)=O